N-(3-chloro-5-(methylsulfonamido)phenyl)-4-(piperidin-4-yl)thiophene-2-carboxamide ClC=1C=C(C=C(C1)NS(=O)(=O)C)NC(=O)C=1SC=C(C1)C1CCNCC1